C(CCCCCCCCCCCCC)N(C(C)=O)CCCCCCCCCCCCCC N,N-di(tetradecyl)acetamide